(S)-5-((4-((2-hydroxy-1-phenylethyl)amino)-5-(3-(2-hydroxypropan-2-yl)-1,2,4-oxadiazol-5-yl)pyridin-2-yl)amino)isoindolin-1-one OC[C@H](C1=CC=CC=C1)NC1=CC(=NC=C1C1=NC(=NO1)C(C)(C)O)NC=1C=C2CNC(C2=CC1)=O